(S)-3-(5-(2-Ethyl-4-(oxetan-3-yl)piperazin-1-yl)pyridin-2-ylamino)-1-methyl-5-(4,4,5,5-tetramethyl-1,3,2-dioxaborolan-2-yl)pyridin-2(1H)-one C(C)[C@@H]1N(CCN(C1)C1COC1)C=1C=CC(=NC1)NC=1C(N(C=C(C1)B1OC(C(O1)(C)C)(C)C)C)=O